O=C1C=2C=CC=C(C2CCC1)C(=O)N 5-oxo-5,6,7,8-tetrahydronaphthalene-1-carboxamide